FC1=NN2C(C(NC3=C(C(=CC=C23)CO)F)=O)=C1 2,6-difluoro-7-(hydroxymethyl)pyrazolo[1,5-a]quinoxalin-4(5H)-one